7-bromo-1,2,4-trimethyl-3-oxo-1,2,3,4-tetrahydroquinoxaline-6-carboxylic acid methyl ester COC(=O)C=1C=C2N(C(C(N(C2=CC1Br)C)C)=O)C